(3,4-epoxycyclohexyl)ether C1(CC2C(CC1)O2)OC2CC1C(CC2)O1